3-(5-((4-benzhydryl-3,5-dimethylpiperazin-1-yl)methyl)-1-oxoisoindolin-2-yl)piperidine-2,6-dione C(C1=CC=CC=C1)(C1=CC=CC=C1)N1C(CN(CC1C)CC=1C=C2CN(C(C2=CC1)=O)C1C(NC(CC1)=O)=O)C